5-Chloro-4-(5-chloro-2-(4-chloro-1H-1,2,3-triazol-1-yl)phenyl)-3-fluoropyridin-2(1H)-one ClC=1C(=C(C(NC1)=O)F)C1=C(C=CC(=C1)Cl)N1N=NC(=C1)Cl